N-tert-butyl-benzamide Hydrochloride salt Cl.C(C)(C)(C)NC(C1=CC=CC=C1)=O